6-bromo-N-((R)-1-(4-fluorophenyl)ethyl)-2,3,4,9-tetrahydro-1H-carbazol-1-amine BrC=1C=C2C=3CCCC(C3NC2=CC1)N[C@H](C)C1=CC=C(C=C1)F